3-(difluoromethyl)-4-phenylpyrrolidine FC(C1CNCC1C1=CC=CC=C1)F